The molecule is a 1-acyl-sn-glycerol 3-phosphate in which the 1-acyl substituent is specified as palmitoleoyl. It derives from a palmitoleic acid. It is a conjugate acid of a 1-palmitoleoyl-sn-glycerol 3-phosphate(2-). CCCCCC/C=C\\CCCCCCCC(=O)OC[C@H](COP(=O)(O)O)O